N3,N3'''-bis(dibenzo[b,d]thiophen-4-yl)-N3,N3'''-diphenyl-[1,1':2',1'':2'',1'''-quaterphenyl]-3,3'''-diamine C1=CC=C(C=2SC3=C(C21)C=CC=C3)N(C=3C=C(C=CC3)C=3C(=CC=CC3)C=3C(=CC=CC3)C3=CC(=CC=C3)N(C3=CC=CC=C3)C3=CC=CC2=C3SC3=C2C=CC=C3)C3=CC=CC=C3